FC(C(=O)N1[C@H](CN(CC1)C=1C=CC=2N=CN=C(C2N1)NC1=CC(=C(C=C1)OC1=CC2=C(N(N=N2)C)C=C1)C)CC#N)=C (S)-2-(1-(2-fluoroacryloyl)-4-(4-((3-methyl-4-((1-methyl-1H-benzo[d][1,2,3]triazol-5-yl)oxy)phenyl)amino)pyrido[3,2-d]pyrimidin-6-yl)piperazin-2-yl)acetonitrile